4-((2,5-difluoro-4-isothiocyanatophenyl)ethynyl)-2,5-difluoro-4'-propyl-1,1'-biphenyl FC1=C(C=C(C(=C1)N=C=S)F)C#CC1=CC(=C(C=C1F)C1=CC=C(C=C1)CCC)F